COC=1C=CC(=C2C=CC(=NC12)C)CC1=CC=C(C=C1)NCCN N1-(4-((8-methoxy-2-methylquinolin-5-yl)methyl)phenyl)ethane-1,2-diamine